1-ethyl-3-(5-(2-methoxy-5-((4-oxo-3,4-dihydrophthalazin-1-yl)methyl)phenyl)-1H-benzimidazol-2-yl)urea C(C)NC(=O)NC1=NC2=C(N1)C=CC(=C2)C2=C(C=CC(=C2)CC2=NNC(C1=CC=CC=C21)=O)OC